4-((2-aminoethyl)amino)cyclobut-3-ene-1,2-dione NCCNC1=CC(C1=O)=O